zirconocene dichloride hydride [H-].[Cl-].[Cl-].[CH-]1C=CC=C1.[CH-]1C=CC=C1.[Zr+2]